5-(benzotriazole-1-yloxy)-N-(7-fluoro-2-methyl-indazol-5-yl)pyrazine-2-carboxamide ethyl-1-amino-3,4-di(pyridin-3-yl)-1H-pyrrole-2-carboxylate C(C)OC(=O)C=1N(C=C(C1C=1C=NC=CC1)C=1C=NC=CC1)N.N1(N=NC2=C1C=CC=C2)OC=2N=CC(=NC2)C(=O)NC2=CC1=CN(N=C1C(=C2)F)C